COC(=O)C1=C(N(C2=NC=C(C(=C21)CO)C)C2=C(C(=CC=C2C)OC)C)N 2-amino-4-(hydroxymethyl)-1-(3-methoxy-2,6-dimethylphenyl)-5-methylpyrrolo[2,3-b]pyridine-3-carboxylic acid methyl ester